2-ethyl-1-pentanol C(C)C(CO)CCC